5-(([1,2,4]triazolo[4,3-a]pyridin-6-yloxy)methyl)-2-oxabicyclo[3.1.1]heptan N=1N=CN2C1C=CC(=C2)OCC21CCOC(C2)C1